2-phosphoglycerate sodium salt [Na+].P(=O)(O)(O)OC(C(=O)[O-])CO